(6-bromopyridin-3-yl)(2-chlorophenyl)methanone BrC1=CC=C(C=N1)C(=O)C1=C(C=CC=C1)Cl